COC1=CC=C(CN2C(=NC=3C2=NC=CC3)CCC(=O)N[C@@H](C)C3=CC=CC=C3)C=C1 3-[3-(4-Methoxy-benzyl)-3H-imidazo[4,5-b]pyridin-2-yl]-N-((S)-1-phenyl-ethyl)-propionamide